C(#N)C1=C(C=C(C=N1)NC(=N)NCCC(C)(OC1=CC=C(C=C1)C(F)(F)F)C)OC 1-(6-cyano-5-methoxypyridin-3-yl)-3-(3-methyl-3-(4-(trifluoromethyl)phenoxy)butyl)guanidine